COC(=O)[C@H]1N(C[C@@H](N(C1)C(=O)OC(C)(C)C)CS(=O)(=O)C)C(=O)OCC1=CC=CC=C1 (2s,5r)-5-((methylsulfonyl)methyl)piperazine-1,2,4-tricarboxylic acid 1-benzyl ester 4-(tert-butyl) 2-methyl ester